FC[C@H](C)N1CC2=CN=CC=C2C(=C1)C(C)C N-((S)-1-fluoropropan-2-yl)-4-isopropyl-2,7-naphthyridine